O=C(OCCOCCOCCOCCOCC(=O)O)C=C 16-oxo-3,6,9,12,15-pentaoxaoctadec-17-enoic acid